(hydroxymethyl)cyclopentane-1,2-diol OCC1(C(CCC1)O)O